C(C)(C)(C)OC(=O)NCCCN1[N+](=CC2=CC=CC=C12)C 1-(3-((tert-butoxy-carbonyl)amino)propyl)-2-methyl-1H-indazol-2-ium